C(N)(=O)C=1C=CC(=C2C=NC(=NC12)OC)N1C[C@H](N([C@H](C1)C)C(=O)OC(C)(C)C)C tert-butyl (2R,6S)-4-(8-carbamoyl-2-methoxy-quinazolin-5-yl)-2,6-dimethyl-piperazine-1-carboxylate